6-methyl-4-(trifluoromethyl)nicotinonitril CC1=NC=C(C#N)C(=C1)C(F)(F)F